7-[(E)-2-[6-[1-[(E)-2-(aminomethyl)-3-fluoro-allyl]-5-oxo-1,2,4-triazol-4-yl]-2-pyridyl]vinyl]-1H-pyrido[2,3-b][1,4]oxazin-2-one hydrochloride Cl.NC/C(/CN1N=CN(C1=O)C1=CC=CC(=N1)/C=C/C1=CC2=C(OCC(N2)=O)N=C1)=C\F